CC(C)(C)[S@@](=O)N[C@H](C)C=1SC=C(C1)B1OC(C(O1)(C)C)(C)C (R)-2-methyl-N-((R)-1-(4-(4,4,5,5-tetramethyl-1,3,2-dioxaborolan-2-yl)thiophen-2-yl)ethyl)propane-2-sulfinamide